CC([C@@H](C(=O)O)N1C([C@]2(CCNC2)CCC1)=O)C (2S)-3-methyl-2-[(5S)-6-oxo-2,7-diazaspiro[4.5]decan-7-yl]butanoic acid